ClC=1C(=C(C=CC1Cl)NC1=NC=NC2=CC(=C(C=C12)C1CNCCC1)F)F N-(3,4-dichloro-2-fluoro-phenyl)-7-fluoro-6-(3-piperidyl)quinazolin-4-amine